FC=1C=C(C=CC1)C=1CCC(CC1)C1=CC=CC=C1 3-fluoro-2',3',4',5'-tetrahydro-[1,1':4',1''-terphenyl]